N=1C=CN2C1N=CC(=C2)C=2C=CN1N=C(N=CC12)N[C@@H]1C[C@@H](C1)N(C)C cis-N1-(5-(imidazo[1,2-a]pyrimidin-6-yl)pyrrolo[2,1-f][1,2,4]triazin-2-yl)-N3,N3-dimethylcyclobutane-1,3-diamine